NC=1N=NC(=CC1C1=NC=CC(=C1)N1CCN(CC1)C1CCC(CC1)C1=CC=CC2=C1OCCN2[C@H]2C(NC(CC2)=O)=O)C2=C(C=CC=C2)O (R)-3-(8-((1r,4R)-4-(4-(2-(3-amino-6-(2-hydroxyphenyl)pyridazin-4-yl)pyridin-4-yl)piperazin-1-yl)cyclohexyl)-2,3-dihydro-4H-benzo[b][1,4]oxazin-4-yl)piperidine-2,6-dione